[Si](C)(C)(C(C)(C)C)OC1(CCC1)C1CNC2=CC=C(C=C2N1)C#N cis-3-[(tert-butyldimethylsilyl)oxylcyclobutyl]-1,2,3,4-tetrahydroquinoxaline-6-carbonitrile